C1(CCC1)C=1C=CC(=C(C1)C1=NC=2N=CCC(C2C(=C1)NC1=NC=C(C=C1)N1CCC(CC1)O)=O)F 2-(5-cyclobutyl-2-fluoro-phenyl)-4-[[5-(4-hydroxy-1-piperidyl)-2-pyridyl]amino]-6H-naphthyridin-5-one